[Si](C)(C)(C(C)(C)C)OCCOC1=C(C=C2C(=NC(N(C2=C1)C)=O)N1CCOCC2=C1C=CC=C2C#CC2(CC2)C(F)(F)F)Cl 7-(2-((tert-butyldimethylsilyl)oxy)ethoxy)-6-chloro-1-methyl-4-(6-((1-(trifluoromethyl)cyclopropyl)ethynyl)-2,3-dihydrobenzo[e][1,4]oxazepin-1(5H)-yl)quinazolin-2(1H)-one